CN1C(CCC1)C=1N(C2=C(C=NC(=C2)N)N1)COCC[Si](C)(C)C 2-(1-methylpyrrolidin-2-yl)-1-((2-(trimethylsilyl)ethoxy)methyl)-1H-imidazo[4,5-c]pyridin-6-amine